3-chloro-10-fluoro-4-methyl-7,7a,8,9,10,11-hexahydro-6H-dipyrido[3,2-b:1',2'-d][1,4]oxazepin ClC1=C(C=2OCCC3N(C2N=C1)CC(CC3)F)C